FC1=C(OCC(=O)N(C)C)C=C(C=C1)[N+](=O)[O-] 2-(2-fluoro-5-nitrophenoxy)-N,N-dimethylacetamide